CN1C(=NC2=C1C=C(C=C2)C2C(NC(CC2)=O)=O)CN2CCNCC2 3-(1-methyl-2-(piperazin-1-ylmethyl)-1H-benzo[d]imidazol-6-yl)piperidine-2,6-dione